(ethoxycarbonyl)-1-(4-methoxyphenyl)-1H-pyrazole-5-carboxylic acid C(C)OC(=O)C1=NN(C(=C1)C(=O)O)C1=CC=C(C=C1)OC